FC(C=1N=C(OC1C(=O)N1[C@H](C2=C(CC1)NC=N2)C2=NN1C(C(=CC=C1)C)=C2)C(C)(C)O)F (R)-(4-(difluoromethyl)-2-(2-hydroxypropan-2-yl)oxazol-5-yl)(4-(4-methylpyrazolo[1,5-a]pyridin-2-yl)-6,7-dihydro-1H-imidazo[4,5-c]pyridin-5(4H)-yl)methanone